6-(cyclopropylmethyl)-4,4-dimethyl-2,3,4,6,7,8-hexahydro-5H-chromen-5-one C1(CC1)CC1C(C=2C(CCOC2CC1)(C)C)=O